NCC(CO)NC(OC(C)(C)C)=O.[P].[Mo].[Ni] nickel-molybdenum phosphorus tert-butyl (1-amino-3-hydroxypropan-2-yl)carbamate